5-(3,5-dichloro-4-(4-hydroxy-3-isopropylbenzyl)benzyl)imidazolidine-2,4-dione ClC=1C=C(CC2C(NC(N2)=O)=O)C=C(C1CC1=CC(=C(C=C1)O)C(C)C)Cl